2-(2,4-dioxotetrahydropyrimidin-1(2H)-yl)-5-((4-(4-fluorophenyl)piperazin-1-yl)methyl)isoindoline-1,3-dione O=C1N(CCC(N1)=O)N1C(C2=CC=C(C=C2C1=O)CN1CCN(CC1)C1=CC=C(C=C1)F)=O